{1-[1-(4-ethylthiazol-2-yl)-2-(4-nitrophenyl) ethylcarbamoyl]Tert-butyl-2-phenylethyl} carbamate C(N)(OC(C(C1=CC=CC=C1)C(C)(C)C)C(NC(CC1=CC=C(C=C1)[N+](=O)[O-])C=1SC=C(N1)CC)=O)=O